FC(C1=NN=C(O1)C1=CC=C2CN(C(C2=C1)=O)[C@@H]([C@@H](O)C1=NC=C(C=C1)F)C1=NC=CC=C1)F 6-[5-(Difluoromethyl)-1,3,4-oxadiazol-2-yl]-2-[(1R,2R)-2-(5-fluoropyridin-2-yl)-2-hydroxy-1-(pyridin-2-yl)ethyl]-2,3-dihydro-1H-isoindol-1-one